1-cyclopropyl-6-fluoro-7-(3-methylpiperazin-1-yl)-3-(4-methylcinnamoyl)-8-methoxyquinolin-4(1H)-one C1(CC1)N1C=C(C(C2=CC(=C(C(=C12)OC)N1CC(NCC1)C)F)=O)C(C=CC1=CC=C(C=C1)C)=O